1-(2-((4-(1-(4-((9-cyclopentyl-8-(phenylamino)-9H-purin-2-yl)amino)phenyl)piperidin-4-yl)piperazin-1-yl)methyl)phenyl)dihydropyrimidine-2,4(1H,3H)-dione C1(CCCC1)N1C2=NC(=NC=C2N=C1NC1=CC=CC=C1)NC1=CC=C(C=C1)N1CCC(CC1)N1CCN(CC1)CC1=C(C=CC=C1)N1C(NC(CC1)=O)=O